4-tert.butyl-2,6-diphenylphenol C(C)(C)(C)C1=CC(=C(C(=C1)C1=CC=CC=C1)O)C1=CC=CC=C1